6-(4-amino-4-methylpiperidin-1-yl)-N-(6-(o-tolyl)-5-(trifluoromethyl)pyridin-2-yl)pyridine-2-sulfonamide NC1(CCN(CC1)C1=CC=CC(=N1)S(=O)(=O)NC1=NC(=C(C=C1)C(F)(F)F)C1=C(C=CC=C1)C)C